(Z)-3-nonanol CCC(CCCCCC)O